magnesium selenosulfide [Se]=S.[Mg]